FC1=CC(=C(C=C1)NC=1C2=C(N=CN1)C=CC(=N2)N2CCC(CC2)C(=O)N)OC(C)C 1-(4-((4-fluoro-2-isopropoxyphenyl)amino)pyrido[3,2-d]pyrimidin-6-yl)piperidine-4-carboxamide